C1(CC1)C1=NC(=CC(=C1)CN1C[C@H](CC1)OCCCCCCNC(OC(C)(C)C)=O)C(NC1=CC(=CC=C1)C1(COC1)CC1=NN=CN1C)=O tert-butyl N-(6-{[(3S)-1-({2-cyclopropyl-6-[(3-{3-[(4-methyl-1,2,4-triazol-3-yl)methyl]oxetan-3-yl}phenyl)carbamoyl]pyridin-4-yl}methyl)pyrrolidin-3-yl]oxy}hexyl)carbamate